borandiol B(O)O